(4-(3-isopropyl-2-(2-methylpyridin-4-yl)-1H-indol-5-yl)piperidin-1-yl)(1-(trifluoromethyl)cyclopropyl)methanone C(C)(C)C1=C(NC2=CC=C(C=C12)C1CCN(CC1)C(=O)C1(CC1)C(F)(F)F)C1=CC(=NC=C1)C